ClCC=1N(C=C(N1)[N+](=O)[O-])CC(=O)NCC1=CC=C(C=C1)OC 2-(2-(chloromethyl)-4-nitro-1H-imidazol-1-yl)-N-(4-methoxybenzyl)acetamide